COC[C@H]1CCC2=C(C=3CCCC3C=C12)NC(=O)N=[S@](=O)(N)C=1C=NN2C1OCCC2 (R)-N'-(((S)-1-(methoxymethyl)-1,2,3,5,6,7-hexahydro-s-indacen-4-yl)carbamoyl)-6,7-dihydro-5H-pyrazolo[5,1-b][1,3]oxazine-3-sulfonimidamide